C[Si](C(=C)B1OC(C(O1)(C)C)(C)C)(C)C Trimethyl-(1-(4,4,5,5-tetramethyl-1,3,2-dioxaborolan-2-yl)vinyl)silane